N-(4'-(6-chlorobenzo[d]oxazol-2-yl)-[1,1'-biphenyl]-4-yl)-3-methylbutanamide ClC1=CC2=C(N=C(O2)C2=CC=C(C=C2)C2=CC=C(C=C2)NC(CC(C)C)=O)C=C1